FC(C(=O)O)(F)F.C(C)(=O)N[C@@H](CSC1=C(N=C(NC1=O)N)NCC1=CC=C(C=C1)F)C(=O)NCCOCCOCCOCCOCCOCCCCCCCl N2-Acetyl-S-(2-amino-4-((4-fluorobenzyl)amino)-6-oxo-1,6-dihydropyrimidin-5-yl)-N-(21-chloro-3,6,9,12,15-pentaoxahenicos-1-yl)-L-cysteinamide Trifluoroacetate